(1R,2S,3R,5R)-3-[4-(Methylamino)pyrrolo[2,3-d]pyrimidin-7-yl]-5-{[(1-methylpyrazol-3-yl)({3-[(2-phenylethyl)amino]propyl})amino]methyl}cyclopentane-1,2-diol CNC=1C2=C(N=CN1)N(C=C2)[C@H]2[C@@H]([C@@H]([C@H](C2)CN(CCCNCCC2=CC=CC=C2)C2=NN(C=C2)C)O)O